Cl.FC1=CC=C(OC=2C=C(C=CC2)NN)C=C1 (3-(4-fluorophenoxy)phenyl)hydrazine hydrochloride